tert-butyl N-[(4-[[(tert-butyldimethylsilyl)amino]([[(1,2,3,5,6,7-hexahydro-s-indacen-4-yl)carbamoyl]imino])oxo-λ6-sulfanyl]phenyl)methyl]-N-methylcarbamate [Si](C)(C)(C(C)(C)C)NS(C1=CC=C(C=C1)CN(C(OC(C)(C)C)=O)C)(=O)=NC(NC1=C2CCCC2=CC=2CCCC12)=O